C(C)NC(=O)NC1=NN(C(=C1)CC1CCN(CC1)C=1C(=NC(=CC1)N1N=CC=C1)C)C 1-ethyl-3-(1-methyl-5-((1-(2-methyl-6-(1H-pyrazol-1-yl)pyridin-3-yl)piperidin-4-yl)methyl)-1H-pyrazol-3-yl)urea